[OH-].BrC1C(NC(CC1)=O)=O 3-bromopiperidine-2,6-dione hydroxide